OC(=O)C(F)(F)F.N1C(C2(CC3=CC=CC=C13)CNCC2)=O 1',4'-dihydro-2'H-spiro[pyrrolidine-3,3'-quinolin]-2'-one TFA salt